7-[3-(3-furyl)phenoxy]-2,3,3a,4-tetrahydro-1H-pyrrolo[2,1-c][1,2,4]benzothiadiazine 5,5-dioxide O1C=C(C=C1)C=1C=C(OC2=CC3=C(N4C(NS3(=O)=O)CCC4)C=C2)C=CC1